FC1C(=CC=CC1(F)C[C@@H]1N(C[C@@H]([C@@H]1NS(=O)(=O)CC)F)C(=O)[C@H]1OCCC1)C1=CC=CC=C1 N-{(2S,3R,4S)-2-[(2,3-difluoro[1,1'-biphenyl]-3-yl)methyl]-4-fluoro-1-[(2S)-oxolane-2-carbonyl]pyrrolidin-3-yl}-ethanesulfonamide